C(=CC=CCCCCCCCCCCCCC)C=1C=C(C=CC1)O 3-(8'Z,11'Z-heptadecdienyl)-phenol